COC1=NC=CC(=C1)C1NCC(CC1)C 2-methoxy-4-(5-methyl-2-piperidyl)pyridine